C(=O)C1=C(C=C2CCCN(C2=N1)C(=O)NC1=CC2=C(C=N1)N=CN2C(C)C)CN2C(CN(CC2)C)=O 7-formyl-N-(1-isopropyl-1H-imidazo[4,5-c]pyridin-6-yl)-6-((4-methyl-2-oxopiperazin-1-yl)methyl)-3,4-dihydro-1,8-naphthyridine-1(2H)-carboxamide